1-(4-bromophenyl)ethanone dilithium [Li].[Li].BrC1=CC=C(C=C1)C(C)=O